C(C1=CC=CC=C1)[N+]1=CC(=CC=C1)C(=O)O 1-benzyl-3-carboxypyridin-1-ium